N-(2-(3-chlorophenyl)-7-(1-methyl-1H-imidazol-4-yl)-1H-indol-5-yl)acrylamide ClC=1C=C(C=CC1)C=1NC2=C(C=C(C=C2C1)NC(C=C)=O)C=1N=CN(C1)C